3-(2-chloro-3-(1,4-benzodioxan-6-yl)anilino)-6-chloroisothiazolo[4,5-b]pyrazin ClC1=C(NC2=NSC=3C2=NC=C(N3)Cl)C=CC=C1C1=CC3=C(OCCO3)C=C1